BrC(C(=O)OCC(C(=O)OCCOCCOCCOCCOOCC(CO)O)(C)COC(C(C)(C)Br)=O)(C)C 2,2-Bis[(2-bromoisobutyryloxy)methyl]propionic acid, 12-(2,3-dihydroxypropoxy)-3,6,9,12-tetraoxadodecyl ester